2-((2s,6s)-2,6-dimethyl-4-morpholinyl)-2-methylpropanaldehyde C[C@H]1CN(C[C@@H](O1)C)C(C=O)(C)C